O[C@@H]1CC[C@H](CC1)C(=O)N(C1=CC(=CC=C1)C#CC1=NN(C=C1)C)C[C@@H]1CC[C@H](CC1)C1=CC(=C(C=C1)OC)C trans-4-Hydroxy-N-((trans-4-(4-methoxy-3-methylphenyl)cyclohexyl)methyl)-N-(3-((1-methyl-1H-pyrazol-3-yl)ethynyl)phenyl)cyclohexanecarboxamide